N[C@@H]1[C@@H](COC1)C(=O)O (3S,4R)-4-aminotetrahydrofuran-3-carboxylic acid